OC(C)(C)C=1C=C(SC1)S(=O)(=O)NC(NC1=C2CCCC2=CC=C1C1=C2C(=NC=C1)N(C=C2)C2CCN(CC2)C)=O 4-(2-hydroxypropan-2-yl)-N-((5-(1-(1-methylpiperidin-4-yl)-1H-pyrrolo[2,3-b]pyridin-4-yl)-2,3-dihydro-1H-inden-4-yl)carbamoyl)thiophene-2-sulfonamide